C(C1=CC=CC=C1)OC([C@@H](NC([C@@H](CCC1=CC=C(C=C1)C(F)(F)F)NC(=O)OC(C)(C)C)=O)C)=O ((R)-2-((tert-butoxycarbonyl)amino)-4-(4-(trifluoromethyl)phenyl)butanoyl)-L-alanine benzyl ester